ClC1=C2C(=NC=C1C=1N=C(SC1)N1C(CN(CC1)C(=O)OC(C)(C)C)=O)NC=C2 tert-butyl 4-(4-(4-chloro-1H-pyrrolo[2,3-b]pyridin-5-yl) thiazol-2-yl)-3-oxopiperazine-1-carboxylate